tert-butyl N-[2-[2-[2-[[1-[4-[3-[(4-methoxyphenyl)methyl]-2,4-dioxo-hexahydropyrimidin-1-yl]phenyl]-4-piperidyl]methoxy]ethoxy]ethoxy]ethyl]carbamate COC1=CC=C(C=C1)CN1C(N(CCC1=O)C1=CC=C(C=C1)N1CCC(CC1)COCCOCCOCCNC(OC(C)(C)C)=O)=O